CC1=NC=CC(=N1)NC(C)C1=CC(=CC=C1)N1N=NN=C1C 2-methyl-N-{1-[3-(5-methyl-1H-tetrazol-1-yl)phenyl]ethyl}pyrimidin-4-amine